COC(C1S(OCC1)(=O)=O)C1=CSC=C1 3-(methoxy(thiophen-3-yl)methyl)-1,2-oxathiolane 2,2-dioxide